CCCCCCCCC(CCCCCCCC)OC(CCCCCCCN(CCO)CCCCCCCCC(CCCCCCCCC)(C)O)=O Heptadecan-9-yl-8-((9-hydroxy-9-methyloctadecyl)(2-hydroxyethyl)amino)octanoate